2-(2-(trifluoromethyl)phenyl)-1H-pyrrolo[2,3-b]Pyridine-1-carboxylic acid tert-butyl ester C(C)(C)(C)OC(=O)N1C(=CC=2C1=NC=CC2)C2=C(C=CC=C2)C(F)(F)F